N1(CCCC2=CC=CC=C12)CCC(=O)NC=1N=NC=CC1 3-(3,4-dihydroquinolin-1(2H)-yl)-N-(pyridazin-3-yl)propanamide